Cl.N[C@@H]1CN(CC[C@H]1O)C (trans)-3-amino-1-methylpiperidin-4-ol hydrochloride